SCN[C@@H](CS)C(=O)O mercaptomethyl-(cysteine)